2-chloro-6,7-dimethoxyquinoxaline ClC1=NC2=CC(=C(C=C2N=C1)OC)OC